2-Amino-7-fluoro-4-(5-fluoro-3-(7-(isopropylamino)-5-azaspiro[2.4]heptan-5-yl)-7,9-dihydrofuro[3,4-f]quinazolin-6-yl)thieno[3,2-c]pyridine-3-carbonitrile NC1=C(C=2C(=NC=C(C2S1)F)C=1C2=C(C=3C=NC(=NC3C1F)N1CC3(CC3)C(C1)NC(C)C)COC2)C#N